2-bromo-9,9-dimethyl-4-(naphthalen-1-yl)-9H-fluorene BrC1=CC=2C(C3=CC=CC=C3C2C(=C1)C1=CC=CC2=CC=CC=C12)(C)C